OC1=C(C=CC=C1)CNN(C(C(=O)NN)=O)CC1=C(C=CC=C1)O N,N'-bis(o-hydroxyphenylmethyl)oxalyldihydrazine